(S)-1-((2S,4R,5R)-5-(2-Acetamido-7-(2-(methylthio)ethyl)-6,8-dioxo-1,6,7,8-tetrahydro-9H-purin-9-yl)-4-acetoxytetrahydrofuran-2-yl)propyl acetate C(C)(=O)O[C@@H](CC)[C@H]1O[C@H]([C@@H](C1)OC(C)=O)N1C=2N=C(NC(C2N(C1=O)CCSC)=O)NC(C)=O